C(C)(=O)O[C@H]1[C@@H](O[C@@H]([C@H]1O)CO)C1=CN(C(=O)NC1=O)C 2'-O-acetyl-1-methylpseudouridine